C(C)(C)(C)OC(=O)N1CCN2C=3C(=CC(=CC13)F)C(C=C2C(=O)OC)=C=O methyl N-(tert-butyloxycarbonyl)-9-fluoro-7-carbonyl-2,3-dihydro-1H,7H-pyrido[1,2,3-de]quinoxaline-5-carboxylate